OCCN(C(OC(C)(C)C)=O)CC(F)(F)F tert-Butyl N-(2-hydroxyethyl)-N-(2,2,2-trifluoroethyl)carbamate